C(C(=C)C)(=O)OC[Si](OC)(OC)C Methacryloxymethyl-methyldi-methoxysilan